2-[(aminocarbonyl)amino]-5-(4-fluorophenyl)-3-thiophenecarboxamide NC(=O)NC=1SC(=CC1C(=O)N)C1=CC=C(C=C1)F